[Na].C(C=C)(=O)NC(C)CCCCCCCCCCCC 2-acrylamidotetradecane sodium